2-[(2S)-2-amino-4-methylpentyl]-5-chloro-3-methyl-N-[(thiophen-2-yl)methyl]thieno[3,2-b]pyridin-7-amine N[C@H](CC1=C(C2=NC(=CC(=C2S1)NCC=1SC=CC1)Cl)C)CC(C)C